O[C@H]1CN(CC[C@@H]1[C@@H]1N2C(C3=CC=CC=C13)=CN=C2)S(=O)(=O)NC (3R,4R)-3-hydroxy-4-((S)-5H-imidazo[5,1-a]isoindol-5-yl)-N-methylpiperidine-1-sulfonamide